BrC=1C=CC(=C(C1)CO)OCOC (5-bromo-2-(methoxymethoxy)phenyl)methanol